tert-butyl (2R)-4-[[(3S)-5,6-dichloro-2-oxo-1H-spiro[indole-3,3-pyrrolidin]-1-yl]carbonyl]-2-(methoxymethyl)pyrrolidine-1-carboxylate ClC=1C=C2C(=CC1Cl)N(C([C@]21CNCC1)=O)C(=O)C1C[C@@H](N(C1)C(=O)OC(C)(C)C)COC